2-(4-[(3-Methoxy-phenyl)-methyl-amino]-phenoxy)-pyrido[3,4-d]pyrimidin-4-ol COC=1C=C(C=CC1)N(C1=CC=C(OC=2N=C(C3=C(N2)C=NC=C3)O)C=C1)C